1-((2,2-difluoroethyl)amino)-4-(3-fluorophenyl)-6-(trifluoromethyl)-3H-pyrido[1,2-c]pyrimidin-3-one FC(CNC1=NC(C(=C2N1C=CC(=C2)C(F)(F)F)C2=CC(=CC=C2)F)=O)F